C1(=CC=CC=C1)C1=NC(=NC(=N1)C1=CC=CC=C1)C=1C=C(C=CC1)C1=C(C(=NC(=C1N1C2=C(C=3C=CC=CC13)N=CC=C2)N2C1=C(C=3C=CC=CC23)N=CC=C1)N1C2=C(C=3C=CC=CC13)N=CC=C2)N2C1=C(C=3C=CC=CC23)N=CC=C1 5,5',5'',5'''-(4-(3-(4,6-diphenyl-1,3,5-triazin-2-yl)phenyl)pyridine-2,3,5,6-tetrayl)tetrakis(5H-pyrido[3,2-b]indole)